bis-(2-anilino-4-(N-methyl-N-2-hydroxy-ethylamino)-s-triazin-6-ylamino) stilbene-2,2'-disulphonate C=1(C(=CC=CC1)S(=O)(=O)ONC1=NC(=NC(=N1)NC1=CC=CC=C1)N(CCO)C)C=CC=1C(=CC=CC1)S(=O)(=O)ONC1=NC(=NC(=N1)NC1=CC=CC=C1)N(CCO)C